3,3'-dimethyl-4,4'-diaminobenzophenone CC=1C=C(C(=O)C2=CC(=C(C=C2)N)C)C=CC1N